[Li+].[Li+].C(C(C)C)C1C(C(CCC1)C(=O)[O-])C(=O)[O-] 3-isobutylcyclohexane-1,2-dicarboxylic acid, dilithium salt